(R)-4-(4-((1-(3-(1,1-difluoro-2-methoxyethyl)-5-nitrophenyl)ethyl)amino)-2-(difluoromethyl)-7-methoxyquinazolin-6-yl)tetrahydro-2H-pyran-4-ol FC(COC)(F)C=1C=C(C=C(C1)[N+](=O)[O-])[C@@H](C)NC1=NC(=NC2=CC(=C(C=C12)C1(CCOCC1)O)OC)C(F)F